((2,6-diethyl-3,4-dihydro-1,8-naphthyridin-1(2H)-yl)sulfonyl)-2-((tetrahydro-2H-pyran-4-yl)methoxy)benzyl alcohol C(C)C1N(C2=NC=C(C=C2CC1)CC)S(=O)(=O)C(C1=C(C=CC=C1)OCC1CCOCC1)O